OC1=C(C=C(C=C2C(NC(NC2=O)=S)=O)C=C1)OC 5-(4-Hydroxy-3-methoxybenzylidene)-2-thioxodihydropyrimidine-4,6(1H,5H)-dione